BrCC1=C(C(=NC=C1)OC)OC 4-(bromomethyl)-2,3-dimethoxypyridine